CN(CCOCCN(CCO)C)C N-[2-(2-dimethylaminoethoxy)ethyl]-N-methylethanolamine